triethylene glycol Bis[3-(3,5-dimethyl-4-hydroxyphenyl)propionate] CC=1C=C(C=C(C1O)C)CCC(=O)OCCOCCOCCOC(CCC1=CC(=C(C(=C1)C)O)C)=O